N-(6-amino-5-methyl-3-pyridyl)-2-[(2R,5R)-2-(1,3-Benzothiazol-5-yl)-4,4-difluoro-5-methyl-1-piperidyl]-2-oxo-acetamide NC1=C(C=C(C=N1)NC(C(=O)N1[C@H](CC([C@@H](C1)C)(F)F)C=1C=CC2=C(N=CS2)C1)=O)C